FC1=C(C=C(C=C1)N1C(=C(C2=CC(=CC=C12)O)C(C(=O)N)(C)C)C(C)C)C 2-[1-(4-fluoro-3-methyl-phenyl)-5-hydroxy-2-isopropyl-indol-3-yl]-2-methyl-propanamide